C(C)OP(C1=CC=C(C=C1)CC)C1=CC=C(C=C1)CC ethoxybis(4-ethylphenyl)phosphine